(3-(methylamino) propyl) carbamate C(N)(OCCCNC)=O